CN1C(C2=C(C=CC(=C2C1)OC1CC2(CN(C2)C(=O)OC(C)(C)C)C1)C)=O tert-butyl 6-(2,7-dimethyl-1-oxo-isoindolin-4-yl)oxy-2-azaspiro[3.3]heptane-2-carboxylate